6-(cyclohexen-1-yl)-N4-methyl-N2-[7-(3-pyrrolidin-1-ylpropoxy)-2,3-dihydrobenzofuran-5-yl]pyrimidine-2,4-diamine C1(=CCCCC1)C1=CC(=NC(=N1)NC=1C=C(C2=C(CCO2)C1)OCCCN1CCCC1)NC